5-chloro-1-(4-(methoxy-d3)phenyl)-7-(methylthio)-3,4-dihydropyrimido[4,5-d]pyrimidin-2(1H)-one ClC1=C2C(=NC(=N1)SC)N(C(NC2)=O)C2=CC=C(C=C2)OC([2H])([2H])[2H]